COC1=CC=C(C=C1)[C@H]1C[C@H]([C@H]2[C@@H]1OC(O2)(C)C)N2C=CC1=C2N=C(N=C1N)Cl 7-[(3aS,4R,6R,6aR)-6-(4-methoxyphenyl)-2,2-dimethyl-tetrahydro-3aH-cyclopenta[d][1,3]dioxol-4-yl]-2-chloropyrrolo[2,3-d]pyrimidin-4-amine